FC1=CC=C(N(C)[C@H]2[C@H](CN(CC2)C=2C3=C(N(C(C2C#N)=O)C)SC(=N3)C)C)C=C1 7-[(3S,4R)-4-(4-fluoro-N-methyl-anilino)-3-methyl-1-piperidinyl]-2,4-dimethyl-5-oxo-thiazolo[5,4-b]pyridine-6-carbonitrile